CC=1NC2=C(C=CC(=C2C1C)C1=C(C(=CC=C1)NC(CC)=O)C)C(=O)N 2,3-dimethyl-4-(2-methyl-3-propionylaminophenyl)-1H-indole-7-carboxamide